4-methyl-2-[3-[[3-(5-methyl-1,2,4-oxadiazol-3-yl)benzoyl]amino]propionylamino]thiazole-5-carboxylic acid CC=1N=C(SC1C(=O)O)NC(CCNC(C1=CC(=CC=C1)C1=NOC(=N1)C)=O)=O